CC1CCC(CC1)C(COCC)(COCC(C)C)CC[Si](C1=CC=C(C=C1)Cl)(C1=CC=C(C=C1)Cl)C1=CC=C(C=C1)Cl 2-(4-methylcyclohexyl)-2-(2-(tris(4-chlorophenyl)silyl)ethyl)-1-ethoxy-3-isobutoxypropane